C(C)C=1C(=CC=C2C=C(C=C(C12)C1=C(C=2N=C(N=C(C2C(O1)=O)NCC=1C=CC=2N(C1)N=CN2)[S]=O)C)OCOC)F 7-[8-ethyl-7-fluoro-3-(methoxymethoxy)naphthalen-1-yl]-8-methyl-2-(oxo-lambda3-sulfanyl)-4-({[1,2,4]triazolo[1,5-a]pyridin-6-ylmethyl}amino)pyrano[4,3-d]pyrimidin-5-one